Dicyclooctadienyl-nickel C1(=CC=CCCCC1)[Ni]C1=CC=CCCCC1